FC=1C=C(C=CC1)S(=O)(=O)C(C)(C)C1CCN(CC1)C(=O)NC1=CC=NC=C1 4-(2-((3-fluorophenyl)sulfonyl)propan-2-yl)-N-(pyridin-4-yl)piperidine-1-carboxamide